F[P-](F)(F)(F)(F)F.[Mn+2].OC1N2CCN(CCCN(CCN(CC1)C)CC2)C.F[P-](F)(F)(F)(F)F hydroxy-5,12-dimethyl-1,5,8,12-tetraazabicyclo[6.6.2]hexadecane Manganese(II) Hexafluorophosphate